C(C1=CC=CC=C1)OC1=NC(=CC=C1C1=CC(=C(C=C1)N1CCC(CC1)NC(OC(C)(C)C)=O)F)OCC1=CC=CC=C1 Tert-butyl (1-(4-(2,6-bis(benzyloxy)pyridin-3-yl)-2-fluorophenyl)piperidin-4-yl)carbamate